C1(=CC=CC=C1)/C(=N\N)/C1=NC=CC=C1 (E)-2-(phenyl-(pyridine-2-yl)methylene)hydrazine